ClC=1C=CC(=C(C1)[C@@H]1C(NC2=CC(=CC=C12)I)=O)O |r| (±)-3-(5-chloro-2-hydroxyphenyl)-1,3-dihydro-6-iodo-2H-indol-one